C(C)C(CC1=C(C=C(S1)C1=C2C(SC(=C2)[Sn](C)(C)C)=C(C2=C1SC(=C2)[Sn](C)(C)C)C=2SC(=C(C2)Cl)CC(CCCC)CC)Cl)CCCC (4,8-bis(5-(2-ethylhexyl)-4-chlorothiophene-2-yl)benzo[1,2-b:4,5-b']dithiophene-2,6-diyl)bis(trimethylstannane)